C(C)[C@H]1CN(C[C@H](N1)C)C=1N=NC(=CN1)C1=C(C=C(C=C1)C=1C=NNC1)O |r| 2-{3-[rac-(3s,5r)-3-ethyl-5-methylpiperazin-1-yl]-1,2,4-triazin-6-yl}-5-(1H-pyrazol-4-yl)phenol